tert-butyl (R)-2-(2-(2-isopropylphenyl)-4-(3,4-dimethoxybenzyl) piperazin-1-yl)-7-azaspiro[3.5]nonane-7-carboxylate C(C)(C)C1=C(C=CC=C1)[C@H]1N(CCN(C1)CC1=CC(=C(C=C1)OC)OC)C1CC2(C1)CCN(CC2)C(=O)OC(C)(C)C